6,7-difluoro-1-methyl-5-(5-(4,4,4-trifluoro-3,3-dimethylbut-1-yn-1-yl)-3,4-dihydro-1,7-naphthyridin-1(2H)-yl)-[1,2,4]triazolo[4,3-a]quinazoline FC1=C2C(=NC=3N(C2=CC=C1F)C(=NN3)C)N3CCCC1=C(C=NC=C31)C#CC(C(F)(F)F)(C)C